C(CC)NC(=O)NCCCCCCC N-propyl-N'-heptyl-urea